COC(=O)C=1C=C(C=C2C=NN(C12)CC1=CN=C(O1)C1=CC=CC=C1)Cl 5-chloro-1-((2-phenyloxazol-5-yl)methyl)-1H-Indazole-7-carboxylic acid methyl ester